C1(=CC=CC=C1)C=1N=C(N=NC1C1=CC=CC=C1)O 5,6-diphenyl-1,2,4-triazine-3-ol